(E)-3-(5-(4-(1-(4-(4-(1-(4-hydroxyphenyl)-2-phenylbut-1-en-1-yl)phenyl)piperazine-1-carbonyl)piperidin-4-yl)piperazin-1-yl)-1-oxoisoindolin-2-yl)piperidine-2,6-dione OC1=CC=C(C=C1)\C(=C(/CC)\C1=CC=CC=C1)\C1=CC=C(C=C1)N1CCN(CC1)C(=O)N1CCC(CC1)N1CCN(CC1)C=1C=C2CN(C(C2=CC1)=O)C1C(NC(CC1)=O)=O